2-amino-N-((phenyl-d2)methyl)propanamide tert-butyl-((1S,2S)-2-(dimethylamino)cyclohexyl)carbamate C(C)(C)(C)N(C(O)=O)[C@@H]1[C@H](CCCC1)N(C)C.NC(C(=O)NCC1=C(C(=CC=C1)[2H])[2H])C